ClC=1C(=C(C(=NC1)N)[N+](=O)[O-])NC1CCN(CC1)CCOC 5-Chloro-N4-[1-(2-methoxyethyl)piperidin-4-yl]-3-nitropyridine-2,4-diamine